(S)-N-((4-ethyl-8-fluoro-4-hydroxy-9-methyl-3,14-dioxo-3,4,12,14-tetrahydro-1H-pyrano[3',4':6,7]indolizino[1,2-b]quinolin-11-yl)methyl)-1-(4-nitrophenyl)methanesulfonamide C(C)[C@]1(C(OCC=2C(N3CC=4C(=NC=5C=C(C(=CC5C4CNS(=O)(=O)CC4=CC=C(C=C4)[N+](=O)[O-])C)F)C3=CC21)=O)=O)O